(5-(6-((3aR,7aS)-hexahydrofuro[3,2-c]pyridin-5(6H)-yl)-1H-imidazo[4,5-c]pyridin-2-yl)-1H-pyrrol-3-yl)(2-(trifluoromethyl)phenyl)methanone O1CC[C@@H]2CN(CC[C@@H]21)C2=CC1=C(C=N2)N=C(N1)C1=CC(=CN1)C(=O)C1=C(C=CC=C1)C(F)(F)F